C(C)(C)(C)C=1C=C(C=C(C1)C(C)(C)C)C1=CC=C2C(=N1)OC1=C2C=CC=C1B1OC(C(O1)(C)C)(C)C 2-(3,5-di-tert-butylphenyl)-8-(4,4,5,5-tetramethyl-1,3,2-dioxaborolan-2-yl)benzofuro[2,3-b]pyridine